methacryl-Dopamine C(=O)(C(=C)C)NCCC1=CC(O)=C(O)C=C1